ClC=1C(=NC(=NC1)NC)C1=CC=C2CN(C(C2=C1)=O)[C@@H](C(=O)NC(C(CC)O)C1=CC(=CC(=C1)C)F)C (2R)-2-{6-[5-chloro-2-(methylamino)pyrimidin-4-yl]-1-oxo-2,3-dihydro-1H-isoindol-2-yl}-N-[1-(3-fluoro-5-methylphenyl)-2-hydroxybutyl]propionamide